1-[(3R)-7-(ethylamino)-5-fluoro-3-methyl-2-oxo-indolin-3-yl]-N,4-diphenyl-piperidine-3-carboxamide C(C)NC=1C=C(C=C2[C@@](C(NC12)=O)(C)N1CC(C(CC1)C1=CC=CC=C1)C(=O)NC1=CC=CC=C1)F